1-(5-(3,4-Dichlorophenyl)-1H-1,2,4-triazol-3-yl)-3-methyl-1H-pyrazole-5-carboxylic acid methyl ester COC(=O)C1=CC(=NN1C1=NNC(=N1)C1=CC(=C(C=C1)Cl)Cl)C